(S)-8-((1-Acryloyl-3-(3-chloro-2-methylphenyl)pyrrolidin-3-yl)amino)-2-methyl-2,3,4,5-tetrahydro-1H-benzo[c]azepin-1-one C(C=C)(=O)N1C[C@](CC1)(C1=C(C(=CC=C1)Cl)C)NC=1C=CC2=C(C(N(CCC2)C)=O)C1